COC(N(C)[C@@H]1CC[C@H](CC1)CC(=O)NC1=NC=C(C(=C1)C1=NC=CC=C1)C1=CC=C(C=C1)C1(CCC1)NC(=O)OC(C)(C)C)=O.FC=1C=C(C(C(=O)N)=C(C1)[2H])[2H] 4-fluorobenzamide-2,6-d2 methyl-N-[trans-4-[2-[[5'-[4-[1-[[(1,1-dimethylethoxy)carbonyl]amino]cyclobutyl]phenyl][2,4'-bipyridin]-2'-yl]amino]-2-oxoethyl]cyclohexyl]-N-methylcarbamate